C(N)(=O)C1=CC(=C2C(=NN(C2=C1)C[C@@H]1CC[C@H](CC1)C(=O)O)C)F trans-4-[(6-carbamoyl-4-fluoro-3-methyl-indazol-1-yl)methyl]cyclohexanecarboxylic acid